tert-Butyl 4-((4-(4,4,5,5-tetramethyl-1,3,2-dioxaborolan-2-yl)phenyl)carbamoyl)piperazine-1-carboxylate CC1(OB(OC1(C)C)C1=CC=C(C=C1)NC(=O)N1CCN(CC1)C(=O)OC(C)(C)C)C